(2R,5S)-5-[2-(4-chloro-3-fluorophenoxy)acetamido]-N-[3-(difluoromethyl)phenyl]piperidine ClC1=C(C=C(OCC(=O)N[C@H]2CCCN(C2)C2=CC(=CC=C2)C(F)F)C=C1)F